C12C(NCC2C1)C1=CC=C(C#N)C=C1 4-(3-azabicyclo[3.1.0]hex-2-yl)benzonitrile